(2R,3R,4R,5S)-3,4,5-tris(benzyloxy)-1-(((1S,4S)-4-methoxycyclohexyl)methyl)-2-methylpiperidine C(C1=CC=CC=C1)O[C@@H]1[C@H](N(C[C@@H]([C@H]1OCC1=CC=CC=C1)OCC1=CC=CC=C1)CC1CCC(CC1)OC)C